4-bromo-M-(cyclopropylmethyl)-3-(difluoromethyl)benzene-1,2-diamine BrC=1C(C(C(=CC1)N)N)(C(F)F)CC1CC1